C(C)(=O)N1C(CC(C1)C1=CC(=C(C=C1)OC(F)F)OCC1CC1)C(=O)NCC1=NC(=CC=C1)C(=O)N1CCN(CC1)C 1-acetyl-4-(3-(cyclopropylmethoxy)-4-(difluoromethoxy)phenyl)-N-((6-(4-methylpiperazine-1-carbonyl)pyridin-2-yl)methyl)pyrrolidine-2-carboxamide